3-bromo-1-[[2-(trimethylsilyl)ethoxy]methyl]indole-7-carboxylic acid BrC1=CN(C2=C(C=CC=C12)C(=O)O)COCC[Si](C)(C)C